1-methyl-4-(propan-2-yloxy)benzene CC1=CC=C(C=C1)OC(C)C